BrC=1C(=NC=C(C1)Cl)N1N=C(C(=C1)C)N 1-(3-bromo-5-chloro-2-pyridyl)-4-methyl-pyrazol-3-amine